ClC=1C=C(C=C(C1Cl)Cl)[N-]S(=O)(=O)C1=CC=CC=C1 N-(3,4,5-trichlorophenyl)benzenesulfonyl-amide